COC=1C=C(CC(C(=O)N)CCCCC)C=CC1OCCCNC=1C2=CC=CC=C2N=C2CCCCC12 (3-methoxy-4-(3-((1,2,3,4-tetrahydroacridin-9-yl)amino)propoxy)benzyl)heptanamide